7-chloro-1-heptene ClCCCCCC=C